FC(OC=1C=C(C=CC1)N1CC(CC1=O)C(=O)NCC1=C(C(=CC=C1)F)F)F 1-[3-(difluoromethoxy)phenyl]-N-[(2,3-difluorophenyl)methyl]-5-oxopyrrolidine-3-carboxamid